1-(1-methyltriazol-4-yl)ethanol CN1N=NC(=C1)C(C)O